2-(3,5-dichloro-4-((4,4-dimethyl-1-(trifluoromethyl)-2,3,4,9-tetrahydro-1H-pyrido[3,4-b]indol-6-yl)oxy)phenyl)-3,5-dioxo-2,3,4,5-tetrahydro-1,2,4-triazine-6-carbonitrile ClC=1C=C(C=C(C1OC=1C=C2C3=C(NC2=CC1)C(NCC3(C)C)C(F)(F)F)Cl)N3N=C(C(NC3=O)=O)C#N